6,6-dimethyl-2-hepten CC(CCC=CC)(C)C